N-(2-chloro-3-((3,5-dimethyl-4-oxo-3,4-dihydroquinazolin-6-yl)amino)-4-fluorophenyl)-2-azabicyclo[2.2.1]heptane-2-sulfonamide trifluoroacetate FC(C(=O)O)(F)F.ClC1=C(C=CC(=C1NC=1C(=C2C(N(C=NC2=CC1)C)=O)C)F)NS(=O)(=O)N1C2CCC(C1)C2